(S)-1-(tert-butoxycarbonyl)piperidine-3-carboxylic acid C(C)(C)(C)OC(=O)N1C[C@H](CCC1)C(=O)O